CN([C@H]1CN(CC1)C=1C=C(C=CC1)NC=1N=C(C2=C(N1)NC=C2)N2N=CCC2C2=CC=CC=C2)C N-(3-((R)-3-(dimethylamino)pyrrolidin-1-yl)phenyl)-4-(5-phenyl-4,5-dihydro-1H-pyrazol-1-yl)-7H-pyrrolo[2,3-d]pyrimidin-2-amine